C(C=C)(=O)N[C@@H]1[C@@H](CCC1)NC(=O)C=1SC=2N=CC=C3N(C(NC1C23)=O)C2=NC=C(C=C2)OC2=NC(=CC=C2)C N-((1R,2S)-2-acrylamidocyclopentyl)-5-(5-((6-methylpyridin-2-yl)oxy)pyridin-2-yl)-4-oxo-4,5-dihydro-3H-1-thia-3,5,8-triazaacenaphthylene-2-carboxamide